C1(CCCC1)S(=O)(=NC)C=1C=C(C(=O)O)C=CC1 3-(S-cyclopentyl-N-methyl-sulfonimidoyl)benzoic acid